methyl 4-(cyclopenten-1-yl)-2-hydroxy-benzoate C1(=CCCC1)C1=CC(=C(C(=O)OC)C=C1)O